2-((3-(2-aminopyrimidin-5-yl)-5-morpholinophenyl-sulfonyl)vinyl)phenol NC1=NC=C(C=N1)C=1C=C(C=C(C1)N1CCOCC1)S(=O)(=O)C=CC1=C(C=CC=C1)O